[5-(tetrahydropyran-4-ylmethyl)-1H-pyrazol-3-yl]carboxamide O1CCC(CC1)CC1=CC(=NN1)C(=O)N